N-methyl-N-oleoyltaurate sodium salt [Na+].CN(CCS(=O)(=O)[O-])C(CCCCCCC\C=C/CCCCCCCC)=O